(2-chlorophenyl)-N-[4-(5-cyano-1-methyl-1H-pyrrol-2-yl)-3-{[(dimethylamino)methylene]sulfamoyl}phenyl]acetamide ClC1=C(C=CC=C1)CC(=O)NC1=CC(=C(C=C1)C=1N(C(=CC1)C#N)C)S(N=CN(C)C)(=O)=O